NC=1N(C2=C3C(C=C(NC(C13)=O)C1=CN=NC=C1)=NC(=N2)C)C2=C(C(=CC=C2C)O)C 1-amino-2-(3-hydroxy-2,6-dimethylphenyl)-4-methyl-7-(pyridazin-4-yl)-2,8-dihydro-9H-2,3,5,8-tetraazabenzo[cd]azulene-9-one